ClC=1C(N(C=CC1Cl)C1=CC=C(C=C1)N1N=CC(=C1C(F)(F)F)C(=O)OCC)=O Ethyl 1-(4-(3,4-dichloro-2-oxopyridin-1(2H)-yl)phenyl)-5-(trifluoromethyl)-1H-pyrazole-4-carboxylate